N1(CCCCC1)C1CCN(CC1)C(=O)[C@H](CC(N1CCC(CC1)N1C(NC2=CC=CC=C2C1)=O)=O)NC(C1=CC=C(C=C1)O)=O (L)-N-{1-([1,4']Bipiperidinyl-1'-carbonyl)-3-oxo-3-[4-(2-oxo-1,4-dihydro-2H-quinazolin-3-yl)-piperidin-1-yl]-propyl}-4-hydroxy-benzamide